NC1=C2N=CN(C2=NC=N1)C[C@H](OCP(O)(O)=O)C [[(1R)-2-(6-amino-9H-purin-9-yl)-1-methylethoxy]methyl]phosphonic acid